OC1=C(C=C(C2=CC=CC=C12)O)SCCNC(CCNC([C@@H](C(COP(OP(OC[C@@H]1[C@H]([C@H]([C@@H](O1)N1C=NC=2C(N)=NC=NC12)O)OP(=O)(O)O)(=O)O)(=O)O)(C)C)O)=O)=O 1,4-dihydroxy-2-naphthyl-CoA